(R)-2-fluoro-4-(1H-isoindol-3-yl)-N-(8-methylisoquinolin-1-yl)-N-(piperidin-3-yl)benzamide FC1=C(C(=O)N([C@H]2CNCCC2)C2=NC=CC3=CC=CC(=C23)C)C=CC(=C1)C1=NCC2=CC=CC=C12